C(#N)C1=C(C=CC(=C1)C1=NOC(=N1)C)C1=CC=C(C=C1)C(=O)O 2'-cyano-4'-(5-methyl-1,2,4-oxadiazol-3-yl)-[1,1'-biphenyl]-4-carboxylic acid